N-(4-Chlorobenzyl)-6-((1-(N-(1,3-dihydroxy-2-methylpropan-2-yl)-N-methylsulfamoyl)cyclopropyl)methyl)-1-methyl-7-oxo-4,5,6,7-tetrahydro-1H-pyrazolo[3,4-c]pyridine-3-carboxamide ClC1=CC=C(CNC(=O)C2=NN(C=3C(N(CCC32)CC3(CC3)S(N(C)C(CO)(CO)C)(=O)=O)=O)C)C=C1